azetidin-3-yl-(methyl)carbamic acid tert-butyl ester C(C)(C)(C)OC(N(C)C1CNC1)=O